4-(m-tolyl)piperazin C1(=CC(=CC=C1)N1CCNCC1)C